[Ir](Cl)Cl.FC(C1=CC=C(C=C1)C1=NC=NC2=CC=CC=C12)(F)F.FC(C1=CC=C(C=C1)C1=NC=NC2=CC=CC=C12)(F)F bis[4-(4-(trifluoromethyl)phenyl)quinazoline] iridium dichloride